ClC1=CC(=C(C=C1)N1CCN(CCC1)C(=O)OC(C)(C)C)[N+](=O)[O-] tert-Butyl 4-(4-chloro-2-nitrophenyl)-1,4-diazepane-1-carboxylate